N-(2-(6-(((3aR,5s,6aS)-2-((tetrahydro-2H-pyran-4-yl)methyl-d2)octahydrocyclopenta[c]pyrrol-5-yl)amino)pyridazin-3-yl)phenyl)propionamide O1CCC(CC1)C(N1C[C@@H]2[C@H](C1)CC(C2)NC2=CC=C(N=N2)C2=C(C=CC=C2)NC(CC)=O)([2H])[2H]